[Cl-].C(C)C1=C(C(=C(C(=C1)OC)O)C=N)C=N.[Mn+2].[Cl-] manganese ethyl-bisiminomethyl-guaiacol chloride